COP(=O)C1=CC=C(C=C1)C(=O)C=1C(=CC=CC1)C Methyl-p-toluoylphenylphosphinat